C12(CC3CC(CC(C1)C3)C2)CCC(C(OC(C(S(=O)(=O)[O-])(F)F)(F)F)(F)F)(F)F.C(C)(C)(C)C2=CC=C(C=C2)[S+](C2=CC=CC=C2)C2=CC=CC=C2 (4-(tert-butyl)phenyl)diphenylsulfonium 2-(4-(adamantan-1-yl)-1,1,2,2-tetrafluorobutoxy)-1,1,2,2-tetrafluoroethane-1-sulfonate